ClC=1C=C(C=C2C(=C(C=NC12)C#N)N[C@@H](CCC#N)C1=CC=CC=C1)NC([2H])(C=1C=NC(=CC1)F)C=1N=NN(C1)C1CC1 8-chloro-4-(((S)-3-cyano-1-phenylpropyl)amino)-6-(((1-cyclopropyl-1H-1,2,3-triazol-4-yl)(6-fluoropyridin-3-yl)methyl-d)amino)quinoline-3-carbonitrile